ClC=1C=C(C=C(C1)Cl)S(=O)(=O)NC1=CC=C(C=C1)S(NC1=CC(=C(C=C1)F)C(F)(F)F)(=O)=O 3,5-dichloro-N-(4-(N-(3-trifluoromethyl-4-fluorophenyl)sulfamoyl)phenyl)benzenesulfonamide